ethyl 4-[4-(2,2-dimethyl-2,3-dihydro-benzofuran-4-yl)-phenoxy]-butyrate CC1(OC2=C(C1)C(=CC=C2)C2=CC=C(OCCCC(=O)OCC)C=C2)C